COC=1C=C2C(=CN(C2=CC1)C(=O)OC(C)(C)C)CC(=O)N1C(C(OC(C1([2H])[2H])([2H])[2H])([2H])[2H])([2H])[2H] tert-Butyl 5-methoxy-3-(2-(morpholino-d8)-2-oxoethyl)-1H-indole-1-carboxylate